5-(4-fluorophenyl)-8-methoxy-7-(trifluoromethyl)-4,5-dihydro-2H-spiro[benzo[f][1,2,5]thiadiazepine-3,1'-cycloheptane] 1,1-dioxide FC1=CC=C(C=C1)N1CC2(CCCCCC2)NS(C2=C1C=C(C(=C2)OC)C(F)(F)F)(=O)=O